tertiary butylaminoethanol C(C)(C)(C)NC(C)O